C(C=C)(=O)OC(COCCOC(C=C)=O)CC(CCCC)CC 2-ethylhexyl-diethylene glycol diacrylate